[Li+].C(CC(O)(C(=O)[O-])CC(=O)[O-])(=O)[O-].[Li+].[Li+] citric acid lithium salt